N-[5-(4-{[3-(4-methoxyphenyl)pyridin-2-yl]amino}phenyl)-1,3,4-thiadiazol-2-yl]acetamide octane-2,4-dionate C(C(CC(CCCC)=O)=O)(=O)O.COC1=CC=C(C=C1)C=1C(=NC=CC1)NC1=CC=C(C=C1)C1=NN=C(S1)NC(C)=O